NC1=C(C(=CC(=C1)C(COC)C=1C(=NC=C(C1)F)OC)F)O 2-amino-6-fluoro-4-(1-(5-fluoro-2-methoxypyridin-3-yl)-2-methoxyethyl)phenol